C(C)(C)(C)OC(=O)N1CC(C1)C(=O)O 1-Tert-Butoxycarbonylazetidine-3-carboxylic acid